ethyl [(tert-butoxycarbonyl)amino](1H-1,2,3-triazol-4-yl)acetate C(C)(C)(C)OC(=O)NC(C(=O)OCC)C=1N=NNC1